C(C)N1CSC2=C1C=CC=C2 3-ethyl-1,3-benzothiazol